CC1=NOC(=C1C=1C=C2C(=NC(=NC2=CC1)C(=O)OCC)N1[C@H](COCC1)C1=CC=CC=C1)C ethyl (S)-6-(3,5-dimethylisoxazol-4-yl)-4-(3-phenylmorpholino)quinazoline-2-carboxylate